2-chloro-N-(4-((6,7-dimethoxy-4-((1-methylpiperidin-4-yl)amino)quinazolin-2-yl)amino)butyl)acetamide ClCC(=O)NCCCCNC1=NC2=CC(=C(C=C2C(=N1)NC1CCN(CC1)C)OC)OC